[Si](C)(C)(C(C)(C)C)OCCCN1N=C2C=C(C(=CC2=C1)NC(=O)C1=NC(=CC=C1)C(F)(F)F)C(=O)OC methyl 2-(3-{[tert-butyl(dimethyl)silyl]oxy}propyl)-5-({[6-(trifluoromethyl)pyridin-2-yl]carbonyl}amino)-2H-indazole-6-carboxylate